OC1C(COC1)(C)N1CCCCC1 1-(4-hydroxy-3-methyltetrahydrofuran-3-yl)piperidin